ethyl 6-(4-(5'-fluoro-[3,3'-bipyridin]-2-yl)piperazin-1-yl)-2-azaspiro-[3.4]octane-2-carboxylate FC=1C=C(C=NC1)C=1C(=NC=CC1)N1CCN(CC1)C1CC2(CN(C2)C(=O)OCC)CC1